FC1([C@@H]([C@H](CCC1)O[C@@H]1CN(CC1)CC1(CC1)F)NC(=O)N1CCC(CC1)(C)C1=NOC(=N1)[C@H]1[C@H](C1)F)F N-[(1R,6S)-2,2-difluoro-6-({(3S)-1-[(1-fluorocyclopropyl)methyl]pyrrolidin-3-yl}oxy)cyclohexyl]4-{5-[(1S,2S)-2-fluorocyclopropyl]-1,2,4-oxadiazol-3-yl}-4-methylpiperidine-1-carboxamide